CN1N=CC(=C1C)C1=CC2=CN(C=CC2=N1)CC=1SC2=C(N1)C=CC(=C2)C 2-[[2-(1,5-dimethylpyrazol-4-yl)pyrrolo[3,2-c]pyridin-5-yl]methyl]-6-methyl-1,3-benzothiazole